1-dimethylaminomethyl-1'-(4-methylphenyl)ferrocene ethyl-2-(4-aminophenyl)-3,3,3-trifluoro-2-hydroxypropanoate C(C)OC(C(C(F)(F)F)(O)C1=CC=C(C=C1)N)=O.CN(C)C[C-]1C=CC=C1.CC1=CC=C(C=C1)[C-]1C=CC=C1.[Fe+2]